ClC1=NC=C(C(=C1)C1=C(C=NC(=C1)C)C(=O)NC=1SC2=C(N1)CN(C2)C(C2=CN=C(C(=C2)Cl)OC)=O)OC 2'-chloro-N-(5-(5-chloro-6-methoxynicotinoyl)-5,6-dihydro-4H-pyrrolo[3,4-d]thiazol-2-yl)-5'-methoxy-6-methyl-[4,4'-bipyridine]-3-carboxamide